[Na].S[C@H]1[C@H](O)[C@@H](O)[C@H](O)[C@H](O1)CO 1-thio-β-D-glucose sodium salt